1-(4-acetamidobenzyl)-N,N-dimethyl-4-phenethyl-piperidine-4-carboxamide C(C)(=O)NC1=CC=C(CN2CCC(CC2)(C(=O)N(C)C)CCC2=CC=CC=C2)C=C1